CC1=C(C=CC=C1)NC1=CC(=C(C=C1)NC1CCCCC1)C N-(2-methylphenyl)-N'-cyclohexyl-3-methyl-1,4-phenylenediamine